2-(((4-isopropylcyclohexyl)oxy)methyl)-6-methyl-3-(1-((2-(trimethylsilyl)ethoxy)methyl)-1H-pyrazol-5-yl)piperidine C(C)(C)C1CCC(CC1)OCC1NC(CCC1C1=CC=NN1COCC[Si](C)(C)C)C